2-undecylMalonic acid C(CCCCCCCCCC)C(C(=O)O)C(=O)O